6-(3,4-Difluoro-5-methoxyphenyl)-N-[(2-oxo-1H-pyridin-3-yl)sulfonyl]-2-[(4S)-2,2,4-trimethylpyrrolidin-1-yl]pyridin-3-carboxamid FC=1C=C(C=C(C1F)OC)C1=CC=C(C(=N1)N1C(C[C@@H](C1)C)(C)C)C(=O)NS(=O)(=O)C=1C(NC=CC1)=O